C(C)(C)(C)N(C(O)=O)C1=C(C(=CC(=C1)C)Br)F.CN1N=C2CN(CCC2=C1C1=CC=CC=C1)C(=O)C1=C2C=CC=NC2=CC=C1 (2-methyl-3-phenyl-2,4,5,7-tetrahydro-6H-pyrazolo[3,4-c]pyridin-6-yl)(quinolin-5-yl)methanone tert-butyl-(3-bromo-2-fluoro-5-methylphenyl)carbamate